C[C@H]1N([C@H](CCC1)C)CC1=CC(=NC=C1)C=1C=C2CN(C(C2=CC1)=O)C1C(NC(CC1)=O)=O 3-(5-(4-(((2r,6s)-2,6-dimethylpiperidin-1-yl)methyl)pyridin-2-yl)-1-oxoisoindolin-2-yl)piperidine-2,6-dione